NC1=NC=NN2C1=C(C=C2C2CCN(CC2)S(=O)(=O)C)C2=CC=C(C=C2)C2=C(C(N(C=C2)C2=CC=CC=C2)=O)C(=O)N (4-{4-amino-7-[1-(methylsulfonyl)piperidin-4-yl]pyrrolo[2,1-f][1,2,4]triazin-5-yl}phenyl)-2-oxo-1-phenyl-1,2-dihydropyridine-3-carboxamide